5-(((2-(azetidin-1-yl)quinolin-7-yl)oxy)methyl)-3-methyltetrahydrofuran-3,4-diol N1(CCC1)C1=NC2=CC(=CC=C2C=C1)OCC1C(C(CO1)(O)C)O